S(=O)(=O)(C1=CC=C(C)C=C1)N[C@@H](C)C(=O)OC1=CNC2=CC=CC=C12 3-(N-tosyl-L-alanyloxy)indole